N1C(C1)C(=O)N1CCN(CC1)C=1C2=C(N=C(N1)OC[C@H]1N(CCC1)C)CN(CC2)C2=CC=CC1=CC=CC(=C21)C aziridin-2-yl-(4-(7-(8-methylnaphthalen-1-yl)-2-(((S)-1-methylpyrrolidin-2-yl)methoxy)-5,6,7,8-tetrahydropyrido[3,4-d]pyrimidin-4-yl)piperazin-1-yl)methanone